1H,4H,5H,6H,7H-pyrazolo[4,3-c]Pyridine-5-carboxylic acid tert-butyl ester C(C)(C)(C)OC(=O)N1CC2=C(CC1)NN=C2